1-(5-(piperidin-1-yl)pyridin-2-yl)guanidine 2,2,2-trifluoroacetate FC(C(=O)O)(F)F.N1(CCCCC1)C=1C=CC(=NC1)NC(=N)N